4-oxo-N-(4-(3,4,5-trimethoxybenzoylamino)phenyl)-1,4-dihydroquinoline-3-carboxamide O=C1C(=CNC2=CC=CC=C12)C(=O)NC1=CC=C(C=C1)NC(C1=CC(=C(C(=C1)OC)OC)OC)=O